OC[C@]1(NC(CC1)=O)COC1=NC=CC2=CC(=C(C=C12)OC(C)C)C(=O)N 1-{[(2S)-2-(hydroxymethyl)-5-oxopyrrolidin-2-yl]methoxy}-7-(prop-2-yloxy)isoquinoline-6-carboxamide